C(C)C(COC(CCCCCCCCC(CCCCCCCC)COC(CCCCCCCCCCC(CCCCCC)OC(CCCCC)=O)=O)=O)CCCC 10-(((12-(hexanoyloxy)octadecanoyl)oxy)methyl)octadecanoic acid (2'-ethylhexyl) ester